C12C3C4C=CC(C3C(C3CC=CCC31)C2)C4 pentacyclo[6.6.1.13,6.02,7.09,14]-hexadec-4,11-diene